(1s,4s)-4-(8-(4-chloro-2,6-difluorophenylamino)-2-((1s,3s)-3-hydroxycyclobutylamino)-9H-purin-9-yl)cyclohexanecarboxamide ClC1=CC(=C(C(=C1)F)NC=1N(C2=NC(=NC=C2N1)NC1CC(C1)O)C1CCC(CC1)C(=O)N)F